2-(((1r,4r)-4-(((4-fluorophenyl)(4-(trifluoro-methoxy)phenyl)carbamoyl-oxy)methyl)cyclohexyl)methoxy)acetic acid FC1=CC=C(C=C1)N(C(=O)OCC1CCC(CC1)COCC(=O)O)C1=CC=C(C=C1)OC(F)(F)F